1-Tert-butyl N-[[(2R)-4-[3-[1-(2,6-dioxo-3-piperidyl)-3-methyl-2-oxo-benzimidazol-4-yl]prop-2-ynyl]morpholin-2-yl]methyl]-N-methyl-carbamate O=C1NC(CCC1N1C(N(C2=C1C=CC=C2C#CCN2C[C@@H](OCC2)CN(C(OC(C)(C)C)=O)C)C)=O)=O